C(C=C)(=O)N1C[C@H](C[C@@H]1COC)N1N=C(C(=C1NC)C(=O)N)C#CC=1C=C2N=CC(=NC2=CC1)C 1-((3s,5r)-1-propenoyl-5-(methoxymethyl)pyrrolidin-3-yl)-5-(methylamino)-3-((2-methylquinoxalin-6-yl)ethynyl)-1H-pyrazole-4-carboxamide